N-(4-cyanobenzyl)-4-(4-nitrobenzoyl)-1H-pyrrole-2-carboxamide C(#N)C1=CC=C(CNC(=O)C=2NC=C(C2)C(C2=CC=C(C=C2)[N+](=O)[O-])=O)C=C1